OCCCNC1=NC(=NC2=CC=C(C=C12)C)NC1=CC2=C(N=C(S2)NCCC2=CC=C(C=C2)S(=O)(=O)N)C=C1 4-(2-((6-((4-((3-hydroxypropyl)amino)-6-methylquinazolin-2-yl)amino)benzo[d]thiazol-2-yl)amino)ethyl)benzenesulfonamide